N-(2-aminoethyl)-4-(7H-pyrrolo[2,3-d]pyrimidin-4-yl)-3,4-dihydro-2H-1,4-thiazine-6-carboxamide hydrochloride Cl.NCCNC(=O)C1=CN(CCS1)C=1C2=C(N=CN1)NC=C2